FC1(CC[N+](CC1)(CC(=O)NC1=NOC=C1C)CC(=O)NC1=C(SC=C1C)C(=O)OC)C 4-fluoro-1-(2-((2-(methoxycarbonyl)-4-methylthiophen-3-yl)amino)-2-oxoethyl)-4-methyl-1-(2-((4-methylisoxazol-3-yl)amino)-2-oxoethyl)piperidin-1-ium